ClC1=CC(=C(C=C1)C1=CC=C(C=C1)C1CN(C1)C(=O)N1CC(CC1)C1=NNC(=N1)C1CC1)S(=O)(=O)C [3-[4-(4-Chloro-2-methylsulfonyl-phenyl)phenyl]azetidin-1-yl]-[3-(5-cyclopropyl-1H-1,2,4-triazol-3-yl)pyrrolidin-1-yl]methanone